O.C1(CC1)C(=O)O cyclopropane-1-carboxylic acid, Hydrate